NC1=NC=C(C=N1)C1=NC(=NC(=N1)N1CCOCC1)N1CCN(CC1)C(CCCC(=O)OC)=O methyl 5-(4-(4-(2-aminopyrimidin-5-yl)-6-morpholino-1,3,5-triazin-2-yl) piperazin-1-yl)-5-oxopentanoate